Benzyl 4-[4-[(4R)-4-(tert-butoxycarbonylamino)-2-oxo-pyrrolidin-1-yl]phenyl]sulfonylpiperidine-1-carboxylate C(C)(C)(C)OC(=O)N[C@@H]1CC(N(C1)C1=CC=C(C=C1)S(=O)(=O)C1CCN(CC1)C(=O)OCC1=CC=CC=C1)=O